3-((5-(1-((2S,6R)-2,6-dimethylmorpholinyl)-3-methylimidazo[1,5-a]quinoxalin-8-yl)pyridin-2-yl)oxy)-N-1-ethylpropylamine C[C@H]1CN(C[C@H](O1)C)C1=NC(=C2N1C1=CC(=CC=C1N=C2)C=2C=CC(=NC2)OCCCNCC)C